C(CC1=CC=CC=C1)N1CCN(CC1)CC(=O)N1CCN(CC1)CC1=CC=C(C(=O)O)C=C1 4-((4-(2-(4-phenethylpiperazin-1-yl)acetyl)piperazin-1-yl)methyl)benzoic acid